COCC=1C(=NC=2CC(CCC2C1C1=C2C=NNC2=CC=C1C)(C)C)N1CC2(CN(C2)C(C=C)=O)CC1 1-(6-(3-(methoxymethyl)-7,7-dimethyl-4-(5-methyl-1H-indazol-4-yl)-5,6,7,8-tetrahydro-2-quinolinyl)-2,6-diazaspiro[3.4]octan-2-yl)-2-propen-1-one